(2R,4S)-1-[(2R)-2-(4-cyclopropyl-triazol-1-yl)-3,3-dimethyl-butyryl]-4-hydroxy-N-(2-isopropyl-5,6,7,8-tetrahydro-[1,2,4]triazolo[1,5-a]pyridin-6-yl)pyrrolidine-2-carboxamide C1(CC1)C=1N=NN(C1)[C@@H](C(=O)N1[C@H](C[C@@H](C1)O)C(=O)NC1CCC=2N(C1)N=C(N2)C(C)C)C(C)(C)C